ClC1=C(C=CC=C1)C=1N=C(SC1)NC(C1=CC=C(C=C1)N1CCN(CC1)C(CCOC)=O)=O N-(4-(2-chlorophenyl)thiazol-2-yl)-4-(4-(3-methoxypropionyl)piperazin-1-yl)benzamide